C(C1=CC=CC=C1)(=O)O[C@@H]1[C@H](O[C@H]([C@H]1F)N1C(N=C(C=C1)N)=O)COC(C1=CC=CC=C1)=O (2R,3R,4S,5R)-5-(4-amino-2-oxopyrimidin-1(2H)-yl)-2-((benzoyloxy) methyl)-4-fluorotetrahydrofuran-3-yl benzoate